1,2,4,5,6,7-hexahydropyrazolo[1,5-a]pyridine-3-carboxamide N1CC(=C2N1CCCC2)C(=O)N